cobalt (iii) dichloride [Co+](Cl)Cl